N,N'-Bis(2-ethylhexyl)-1,3-bis(aminomethyl)benzol C(C)C(CNCC1=CC(=CC=C1)CNCC(CCCC)CC)CCCC